CN1C(C(=CC(=C1)C(=O)OC)C=1C=NC(=CC1)N[C@@H]1C[C@H](CC1)NC1=NC=C(C=N1)SC)=O Methyl 1-methyl-6'-(((1S,3S)-3-((5-(methylthio) pyrimidin-2-yl) amino) cyclopentyl) amino)-2-oxo-1,2-dihydro-[3,3'-bipyridine]-5-carboxylate